ClC1=CC(=CC=2C=C(OC21)CNC(OC(C)(C)C)=O)C2=NC=C(C=C2)OC2=CC=C(C=C2)F tert-Butyl (7-chloro-5-(5-(4-fluorophenoxy)pyridin-2-yl)benzofuran-2-yl)methylcarbamate